N1=CC=CC2=CC=CC(=C12)[Al](C=1C=CC=C2C=CC=NC12)C=1C=CC=C2C=CC=NC12 tris(8-quinolinyl)-aluminum (III)